OC[C@H](C1=CC=CC=C1)NC1=CC(=NC=C1C1=NC(=NO1)C)NC1=CC=C2C(N(N(C2=C1)C(C)C)C)=O (S)-6-((4-((2-hydroxy-1-phenylethyl)amino)-5-(3-methyl-1,2,4-oxadiazol-5-yl)pyridin-2-yl)amino)-1-isopropyl-2-methyl-1,2-dihydro-3H-indazol-3-one